methyl 2-(((benzyloxy)carbonyl)amino)-2-(spiro[2.5]octan-6-ylidene)acetate C(C1=CC=CC=C1)OC(=O)NC(C(=O)OC)=C1CCC2(CC2)CC1